(isoxazol-3-ylmethyl)carbamate O1N=C(C=C1)CNC([O-])=O